2-(tert-butoxy)butane C(C)(C)(C)OC(C)CC